(R)-2-chloro-N-(5-chloro-2-(2-methylpyrrolidin-1-yl)pyridin-4-yl)acetamide ClCC(=O)NC1=CC(=NC=C1Cl)N1[C@@H](CCC1)C